4-((5-(ethyl(2-(4-((6-Hydroxy-2-(4-(methylsulfonyl)phenyl)naphthalen-1-yl)oxy)phenoxy)ethyl)amino)pentyl)oxy)benzoic acid C(C)N(CCCCCOC1=CC=C(C(=O)O)C=C1)CCOC1=CC=C(C=C1)OC1=C(C=CC2=CC(=CC=C12)O)C1=CC=C(C=C1)S(=O)(=O)C